FC=1C=2N(C=C(C1)NC(=O)C1=CC=C(C3=CN(N=C13)C)N1C[C@H](CC1)NC)C=C(N2)C (S)-N-(8-fluoro-2-methylimidazo[1,2-a]pyridin-6-yl)-2-methyl-4-(3-(methylamino)pyrrolidin-1-yl)-2H-indazole-7-carboxamide